C1(CC1)C=1C=CC(=NC1F)C(NC(=O)C1N(CC(C1)F)C(CN1N=CC(=N1)N(CC)CC)=O)C1=CC=CC=C1 N-[(5-cyclopropyl-6-fluoropyridin-2-yl)(phenyl)methyl]-1-{2-[4-(diethylamino)-2H-1,2,3-triazol-2-yl]acetyl}-4-fluoropyrrolidine-2-carboxamide